N=1C=CN2C1C=CC(=C2)N imidazo[3,2-a]pyridin-6-amine